C1(CC1)C1=CN=C2C(=N1)NC=N2 6-cyclopropyl-imidazo[4,5-b]pyrazine